3-[(1-benzylpyrrolidin-3-yl)amino]cyclobutan-1-ol C(C1=CC=CC=C1)N1CC(CC1)NC1CC(C1)O